BrC=1C=CC=C2C(=CC=NC12)OCCN1CCOCC1 4-(2-((8-bromoquinolin-4-yl)oxy)ethyl)morpholine